ClC1=CC=CC=C1 Monochlorobenzol